tert-Butyl 3-methyl-4-oxopiperidine-1-carboxylate CC1CN(CCC1=O)C(=O)OC(C)(C)C